C(C)N(C1=CC(=C2C(=N1)C=C(S2)C2=CC=NN2)NCC(CO)(C)C)CC 3-(5-(diethylamino)-2-(1H-pyrazol-5-yl)thieno[3,2-b]pyridin-7-ylamino)-2,2-dimethyl-1-propanol